N-(3-chloro-1-methyl-1H-pyrazol-4-yl)-N-({4-chloro-1H,3H-furo[3,4-c]quinolin-7-yl}methyl)-6-(trifluoromethyl)pyridine-3-carboxamide ClC1=NN(C=C1N(C(=O)C=1C=NC(=CC1)C(F)(F)F)CC=1C=CC=2C3=C(C(=NC2C1)Cl)COC3)C